ClC1=NC2=C(N1)C=CC(=C2)[N+](=O)[O-] 2-chloro-5-nitro-1H-benzimidazole